N-alpha-Boc-L-asparagine CC(C)(C)OC(=O)N[C@@H](CC(=O)N)C(=O)O